selenic acid selenium [Se].[Se](O)(O)(=O)=O